(3R,5aS,6R,8aS,9R,10S,12R,12aR)-decahydro-3,6,9-trimethyl-3,12-epoxy-12H-pyrano(4,3-j)-1,2-benzodioxepin-10-ol C[C@@]12OO[C@]34[C@@H](CC1)[C@@H](CC[C@H]3[C@H]([C@H](O[C@@H]4O2)O)C)C